rac-6-{2-[(3aR,5R,6aS)-5-[(3,5-dimethylphenyl)methyl]-5-hydroxy-octahydrocyclopenta[c]pyrrol-2-yl]-1-hydroxyethyl}pyridin-3-ol-3-ol CC=1C=C(C=C(C1)C)CC1(C[C@@H]2[C@@H](CN(C2)CC(O)C=2C=CC(CN2)(O)O)C1)O